FC1(C(CN(CC1)[C@H](C(=O)NC=1SC2=C(N1)C=C1C(=C2)OC(O1)(F)F)C)C1=CNC(C(=C1)CNC)=O)F (2S)-2-(4,4-difluoro-3-(5-((methylamino)methyl)-6-oxo-1,6-dihydropyridin-3-yl)piperidin-1-yl)-N-(2,2-difluoro-[1,3]dioxolo[4',5':4,5]benzo[1,2-d]thiazol-6-yl)propanamide